2-(((tert-butyl-dimethyl-silyl)oxy)methyl)prop-2-en-1-ol C(C)(C)(C)[Si](OCC(CO)=C)(C)C